F[C@@H]1CN(CC[C@H]1COS(=O)(=O)C)C(=O)OC(C)(C)C tert-Butyl (trans)-3-fluoro-4-(methylsulfonyloxymethyl)piperidine-1-carboxylate